CC1(CCC2=NN=C(N21)C2=CC=CC(=N2)N2CC=1C(=NC(=CC1C2=O)N2CC(CC(C2)C)C)CNC)C 2-(6-(5,5-Dimethyl-6,7-dihydro-5H-pyrrolo[2,1-c][1,2,4]triazol-3-yl)pyridin-2-yl)-6-(3,5-dimethylpiperidin-1-yl)-4-((methylamino)methyl)-2,3-dihydro-1H-pyrrolo[3,4-c]pyridin-1-one